2-(1,3-benzodioxolan-5-yl)-2-methoxyethylamine O1COC2=C1C=CC(=C2)C(CN)OC